ClC=1C=NC(=NC1)N1CCC2(CC(C2)CCCCOC2=CC(=C(C=C2)CC(=O)N2CC(C2)CNC[C@@H]([C@H]([C@@H]([C@@H](CO)O)O)O)O)F)CC1 2-[4-[4-[7-(5-chloropyrimidin-2-yl)-7-azaspiro[3.5]nonan-2-yl]butoxy]-2-fluoro-phenyl]-1-[3-[[[(2S,3R,4R,5R)-2,3,4,5,6-pentahydroxyhexyl]amino]methyl]-azetidin-1-yl]ethanone